5-chloro-3-(2-(3-(2,6-dimethylphenyl)-4-oxo-thiazolidine-2-ylidene)hydrazono)indol-2-one ClC=1C=C2C(C(NC2=CC1)=O)=NN=C1SCC(N1C1=C(C=CC=C1C)C)=O